5-((1-cyclobutyl-3-(4-(trifluoromethoxy)phenyl)ureido)methyl)pyrazolo[1,5-a]pyridine-3-carboxylic acid C1(CCC1)N(C(=O)NC1=CC=C(C=C1)OC(F)(F)F)CC1=CC=2N(C=C1)N=CC2C(=O)O